C(C)OC(=O)C1CC=2C(=CSC2)C1 5,6-dihydro-4H-cyclopenta[c]thiophene-5-carboxylic acid ethyl ester